O=C1NC(CCC1N1C(C2=CC=C(C=C2C1)CNC(=O)NCC1=C(C=CC(=C1)OC)O)=O)=O 1-((2-(2,6-dioxopiperidin-3-yl)-1-oxoisoindolin-5-yl)methyl)-3-(2-hydroxy-5-methoxybenzyl)urea